NC1=CC(=C(C(=N1)C1=C(C=C2C(=NC(=NC2=C1F)OC[C@H]1N(CCC1)C)N1[C@H](CN(CC1)C(C=C)=O)C)Cl)C(F)(F)F)C 1-((S)-4-((S)-7-(6-amino-4-methyl-3-(trifluoromethyl)pyridin-2-yl)-6-chloro-8-fluoro-2-(((S)-1-methylpyrrolidin-2-yl)methoxy)quinazolin-4-yl)-3-methylpiperazin-1-yl)prop-2-en-1-one